1-fluoro-5-[4-[(3S)-1-(3-fluoropropyl)pyrrolidin-3-yl]oxyphenyl]-6-[4-fluoro-2-(trifluoro-methyl)phenyl]-8,9-dihydro-7H-benzo[7]annulen-2-ol FC1=C(C=CC2=C1CCCC(=C2C2=CC=C(C=C2)O[C@@H]2CN(CC2)CCCF)C2=C(C=C(C=C2)F)C(F)(F)F)O